BrCC=1C(=CC(=C(C1)CC(=O)O)F)F 2-(5-(bromomethyl)-2,4-difluorophenyl)acetic acid